proline boron [B].N1[C@@H](CCC1)C(=O)O